2-fluoro-4-(imidazo[1,2-b]pyridazin-7-yloxy)-3-methyl-aniline FC1=C(N)C=CC(=C1C)OC1=CC=2N(N=C1)C=CN2